L-2-butoxyethanol C(CCC)OCCO